CC=1N=C2N(C=C(C=C2C)C=2C=C(C(=NC2)C2=CN=C(N=N2)N2CCN(CC2)C)O)C1 5-(2,8-dimethylimidazo[1,2-a]pyridin-6-yl)-2-[3-(4-methylpiperazin-1-yl)-1,2,4-triazin-6-yl]pyridin-3-ol